2-amino-8-bromo-3H-benzo[b]azepine-4-carboxylic acid NC=1CC(=CC2=C(N1)C=C(C=C2)Br)C(=O)O